O1CC(C1)C(C)NC=1C=2CNCC2C=CC1 N-(1-(Oxetan-3-yl)ethyl)isoindolin-4-amine